COC=1C=C(CN2C(N3C(C4=C2C=C(C=N4)N4CCOCC4)=NC(=C3)CC(C)C)=O)C=C(C1)OC 6-(3,5-dimethoxybenzyl)-2-(2-methylpropyl)-8-(morpholin-4-yl)imidazo[1,2-c]pyrido[2,3-e]pyrimidin-5(6H)-one